N1C(C2(C3=CC=CC=C13)CC2)=O 1'H-spiro[cyclopropane-1,3'-indol]-2'-one